O1C[C@@H](CC1)N1N=CC(=C1)B1OC(C(O1)(C)C)(C)C 1-[(3R)-tetrahydrofuran-3-yl]-4-(4,4,5,5-tetramethyl-1,3,2-dioxaborolan-2-yl)-1H-pyrazole